Syn-dimethylsilanediyl[2-methyl-4-(3,5-dimethylphenyl)-5-methoxy-6-tert-butyl-inden-1-yl][2,6-dimethyl-4-(3,5-dimethylphenyl)-inden-1-yl]zirconium dichloride [Cl-].[Cl-].C[Si](=[Zr+2](C1C(=CC2=C(C=C(C=C12)C)C1=CC(=CC(=C1)C)C)C)C1C(=CC2=C(C(=C(C=C12)C(C)(C)C)OC)C1=CC(=CC(=C1)C)C)C)C